tert-Butyl (R,E)-4-(2-(((benzyloxy)carbonyl)amino)pent-3-en-2-yl)piperidine-1-carboxylate C(C1=CC=CC=C1)OC(=O)N[C@@](C)(\C=C\C)C1CCN(CC1)C(=O)OC(C)(C)C